CC(CC1=CC=C(C=C1)C(F)(F)F)(C)NC([C@H](C)NC(OC(C)(C)C)=O)=O (S)-tert-butyl (1-((2-methyl-1-(4-(trifluoromethyl)phenyl)propan-2-yl)amino)-1-oxopropan-2-yl)carbamate